5-((2-(cyclopropylsulfonyl)ethyl)amino)-3-methyl-8-(4-(trifluoromethyl)phenyl)pyrido[4,3-d]pyrimidin-4(3H)-one C1(CC1)S(=O)(=O)CCNC1=NC=C(C=2N=CN(C(C21)=O)C)C2=CC=C(C=C2)C(F)(F)F